tert-butyl ((1-methyl-1H-pyrazol-5-yl) methyl)carbamate CN1N=CC=C1CNC(OC(C)(C)C)=O